N-(2-pyridyl)acetamide N1=C(C=CC=C1)NC(C)=O